C(C)(C)(C)OC(=O)N1CC=2C=C(N=CC2CC1)N1C(C2=C(CC1)C(=NN2C2=CC(=CC=C2)Cl)C(=O)O)=O 6-(6-tert-butoxycarbonyl-7,8-dihydro-5H-2,6-naphthyridin-3-yl)-1-(3-chlorophenyl)-7-oxo-4,5-dihydropyrazolo[3,4-c]pyridine-3-carboxylic acid